3,6-dibenzyl-glucose 2-[(3-picolinoyl)amino]Phenyl-methyl-3-hydroxybutyrate lead [Pb].N1=CC(=CC=C1)C(=O)NC(C(C(=O)O[C@@H](C=O)[C@@](O)([C@H](O)[C@H](O)C(O)CC1=CC=CC=C1)CC1=CC=CC=C1)(C)C1=CC=CC=C1)(C)O